Cl.CC=1NC(C(=CN1)CC(=O)O)=O 2-(2-methyl-6-oxo-1,6-dihydropyrimidin-5-yl)acetic acid hydrochloride